BrCCCOCCN1N=NC2=C1C=CC(=C2C)C(CC(=O)OCC)C2=CC(=C(C=C2)C)[C@@H](C)N2S(OC1=C(C2)C=C(C=C1)O)(=O)=O ethyl 3-{1-[2-(3-bromopropoxy)ethyl]-4-methyl-1H-benzotriazol-5-yl}-3-{3-[(1R)-1-(6-hydroxy-2,2-dioxo-2H-1,2λ6,3-benzoxathiazin-3(4H)-yl)ethyl]-4-methylphenyl}propanoate